The molecule is a benzoselenazole that is 1,2-benzoselenazol-3-one carrying an additional phenyl substituent at position 2. Acts as a mimic of glutathione peroxidase. It has a role as a neuroprotective agent, an apoptosis inducer, an anti-inflammatory drug, an antioxidant, a hepatoprotective agent, a genotoxin, a radical scavenger, an enzyme mimic, an EC 1.3.1.8 [acyl-CoA dehydrogenase (NADP(+))] inhibitor, an EC 1.8.1.12 (trypanothione-disulfide reductase) inhibitor, an EC 1.13.11.33 (arachidonate 15-lipoxygenase) inhibitor, an EC 1.13.11.34 (arachidonate 5-lipoxygenase) inhibitor, an EC 2.5.1.7 (UDP-N-acetylglucosamine 1-carboxyvinyltransferase) inhibitor, an EC 2.7.10.1 (receptor protein-tyrosine kinase) inhibitor, an EC 3.5.4.1 (cytosine deaminase) inhibitor and an EC 5.1.3.2 (UDP-glucose 4-epimerase) inhibitor. C1=CC=C(C=C1)N2C(=O)C3=CC=CC=C3[Se]2